2-(4-bromobenzyl)pyrazine BrC1=CC=C(CC2=NC=CN=C2)C=C1